SCCC(CS)(CS)CCS 2,2-bis(mercaptoethyl)-1,3-propanedithiol